FC1=C(C=CC(=C1)F)[C@H]1CC[C@H](CC1)OC[C@@H]1NCCC[C@@H]1NS(=O)(=O)C N-(cis-2-(((cis-4-(2,4-difluorophenyl)cyclohexyl)oxy)-methyl)piperidin-3-yl)methanesulfonamide